CN1C(=NC2=C1C=CC(=C2)C(=O)O)NC=2SC=1C(=NC=CN1)N2 1-methyl-2-(thiazolo[4,5-b]pyrazin-2-ylamino)-1H-benzo[d]imidazole-5-carboxylic acid